(6-bromo-[1,2,4]triazolo[4,3-a]pyridin-3-yl)methanol BrC=1C=CC=2N(C1)C(=NN2)CO